benzidinediamine C=1(C(=C(C(N)=CC1)N)N)C1=CC=C(N)C=C1